[C@H]12CN(C[C@H](CC1)N2)C2=NC(=NC1=C(C(=CC=C21)C2=CC(=CC1=CC=CC=C21)O)F)OCC2CC(CC2)(F)F 4-(4-((1R,5S)-3,8-diazabicyclo[3.2.1]octan-3-yl)-2-((3,3-difluorocyclopentyl)methoxy)-8-fluoroquinazolin-7-yl)naphthalen-2-ol